CO[C@@H](CN(CC[C@@H](C(=O)OC(C)(C)C)NC1=NC=C(C=N1)C)CCCCC1=NC=2NCCCC2C=C1)C (S)-tert-butyl 4-(((R)-2-methoxypropyl)(4-(5,6,7,8-tetrahydro-1,8-naphthyridin-2-yl)butyl)amino)-2-((5-methylpyrimidin-2-yl)amino)butanoate